phenyl (2S,3R)-2-[(3-pyridinecarbonyl) amino]methyl-3-hydroxybutyrate N1=CC(=CC=C1)C(=O)NC[C@H](C(=O)OC1=CC=CC=C1)[C@@H](C)O